FC=1C=C(C=C(C1)F)C1CC=NN1C(=O)C12CC(C1)(C2)CN2N=CC(=C2)C#N 1-((3-(5-(3,5-difluorophenyl)-4,5-dihydro-1H-pyrazole-1-carbonyl)bicyclo[1.1.1]-pentan-1-yl)methyl)-1H-pyrazole-4-carbonitrile